COC=1C2=CN(N=C2C(=CC1NC(=O)C1=CC=C(C2=CN(N=C12)C)N1CCN(CC1)C(=O)OC(C)(C)C)C)C tert-butyl 4-{7-[(4-methoxy-2,7-dimethylindazol-5-yl)carbamoyl]-2-methylindazol-4-yl}piperazine-1-carboxylate